N1=NC=C(C=C1)CN1CCN(CC1)C(CC)=O 1-(4-(pyridazin-4-ylmethyl)piperazin-1-yl)propan-1-one